rac-6-chloro-7-((2R,3S)-2-(((3-chloropyridin-2-yl)oxy)methyl)-3-methyl-pyrrolidin-1-yl)-1-(6-(3-(dimethyl-amino)azetidin-1-yl)pyridin-3-yl)-4-oxo-1,4-dihydro-quinoline ClC=1C=C2C(C=CN(C2=CC1N1[C@H]([C@H](CC1)C)COC1=NC=CC=C1Cl)C=1C=NC(=CC1)N1CC(C1)N(C)C)=O |r|